C[C@H]1[C@H]([C@H]([C@@H]([C@@H](O1)OC[C@@H]2[C@H]([C@@H]([C@H](C(O2)O)NC(=O)C)O)O[C@H]3[C@@H]([C@H]([C@@H]([C@H](O3)CO)O[C@H]4[C@H]([C@H]([C@@H]([C@H](O4)CO[C@@H]5[C@H]([C@H]([C@@H]([C@H](O5)CO)O)O)O[C@H]6[C@@H]([C@H]([C@@H]([C@H](O6)CO)O[C@H]7[C@@H]([C@H]([C@H]([C@H](O7)CO)O[C@H]8[C@@H]([C@H]([C@H]([C@H](O8)CO)O)O)O)O)O)O)NC(=O)C)O)O[C@@H]9[C@H]([C@H]([C@@H]([C@H](O9)CO)O)O)O[C@H]1[C@@H]([C@H]([C@@H]([C@H](O1)CO)O[C@H]1[C@@H]([C@H]([C@H]([C@H](O1)CO)O[C@H]1[C@@H]([C@H]([C@H]([C@H](O1)CO)O)O)O)O)O)O)NC(=O)C)O)O)NC(=O)C)O)O)O The molecule is an amino oligosaccharide (dodecasaccharide) consisting of two tetrasaccharide units, each consisting of two beta-D-galactose residues, one N-acetyl-beta-D-glucosamine residue and one alpha-L-mannose residue linked in sequence (1->4), (1->4) and (1->2), linked (1->2) and (1->6) to the mannose residue of an amino trisaccharide comprising beta-D-mannose, N-acetyl-beta-D-glucosamine and N-acetyl-D-glucosamine residues all linked (1->4), and to the reducing-end N-acetyl-D-glucosamine residue of which is also linked (1->6) an alpha-L-fucosyl residue. It is an amino oligosaccharide and a glucosamine oligosaccharide.